Methyl 6-((4-((2-cyclopropyl-4-phenylthiazol-5-yl)oxy)pyridin-2-yl)amino)nicotinate (Methyl 6-((4-((2-cyclopropyl-4-phenylthiazol-5-yl)oxy)pyridin-2-yl)amino)nicotinate) CC1=C(C(=O)O)C=CC(=N1)NC1=NC=CC(=C1)OC1=C(N=C(S1)C1CC1)C1=CC=CC=C1.C1(CC1)C=1SC(=C(N1)C1=CC=CC=C1)OC1=CC(=NC=C1)NC1=NC=C(C(=O)OC)C=C1